N(=C=O)C=1C=CC(=C(C1)C=1N=NN(N1)C(C1=CC=CC=C1)(C1=CC=CC=C1)C1=CC=CC=C1)OC1CCOCC1 5-(5-isocyanato-2-((tetrahydro-2H-pyran-4-yl)oxy)phenyl)-2-trityl-2H-tetrazole